Cl.C(CCCCCCCCCCC)OC(CC[C@@H](C(=O)N1CCN(CC1)C)NC(C1=CC=C(C=C1)N1N=NC=C1)=O)=S (4S)-4-[4-(1H-1,2,3-triazol-1-yl)benzoylamino]-5-(4-methylpiperazin-1-yl)-5-oxopentanethioic acid dodecyl ester hydrochloride